CP(=O)(C)C1=CC=C(C=C1)C(C=O)C 4-dimethylphosphoryl-phenylpropionaldehyde